(R)-N-((Z)-1-(3,6-dimethyl-2-(2-methyltetrahydrofuran-2-yl)-4-oxo-3,4-dihydroquinazolin-8-yl)ethylidene)-2-methylpropane-2-sulfinamide CN1C(=NC2=C(C=C(C=C2C1=O)C)\C(\C)=N/[S@](=O)C(C)(C)C)C1(OCCC1)C